N-cyclopentyl-N',N'-disilyl-silanediamine C1(CCCC1)N[SiH2]N([SiH3])[SiH3]